3-((4-(1-Cyclohexyl-4-(4-fluorophenyl)-1H-imidazol-5-yl)pyrimidin-2-yl)amino)propan-1-ol C1(CCCCC1)N1C=NC(=C1C1=NC(=NC=C1)NCCCO)C1=CC=C(C=C1)F